C(C1=CC=CC=C1)(C1=CC=CC=C1)(C1=CC=CC=C1)NC(C1=CC=CC=C1)(C1=CC=CC=C1)C1=CC=CC=C1 trityl-(tritylamine)